F[P-](F)(F)(F)(F)F.C(#N)C(C(=O)OCC)=NO[C+](N1CCOCC1)N(C)C ([(1-Cyano-2-ethoxy-2-oxoethylidene)amino]oxy)di-methyl-amino(morpholin-4-yl)carbenium hexafluorophosphate